C(=O)O.N[C@H](CC1=C(C2=NC(=CC(=C2S1)NCC=1SC=CC1)Cl)C#N)C 2-[(2s)-2-aminopropyl]-5-chloro-7-{[(thiophen-2-yl)methyl]amino}thieno[3,2-b]pyridine-3-carbonitrile formate